C[Si](N(C(C)=O)C)(N(C(C)=O)C)C=C methyl-vinyl-bis(N-methylacetamido)silane